N-((1-(4-(trifluoromethyl)phenyl)imidazo[1,5-a]pyridin-3-yl)methyl)acrylamide FC(C1=CC=C(C=C1)C=1N=C(N2C1C=CC=C2)CNC(C=C)=O)(F)F